(2S,3S)-ethyl 3-((6-(benzo[b]thiophen-2-yl)-2-(2-chloro-5-trityl-5H-pyrrolo[2,3-b]pyrazin-7-yl)-5-fluoropyrimidin-4-yl)amino)bicyclo[2.2.2]octane-2-carboxylate S1C2=C(C=C1C1=C(C(=NC(=N1)C1=CN(C3=NC=C(N=C31)Cl)C(C3=CC=CC=C3)(C3=CC=CC=C3)C3=CC=CC=C3)N[C@@H]3[C@H](C1CCC3CC1)C(=O)OCC)F)C=CC=C2